2-ETHOXY-5-TRIFLUOROMETHYLPHENYLBORONIC ACID C(C)OC1=C(C=C(C=C1)C(F)(F)F)B(O)O